ClC1=C(C=C(C(=C1)F)OC)B(O)O (2-chloro-4-fluoro-5-methoxyphenyl)boronic acid